2-allyl-6-((1-methyl-1H-indazol-5-yl)amino)-1-(6-((1-(oxetan-3-yl)piperidin-4-yl)oxy)pyridin-2-yl)-1,2-dihydro-3H-pyrazolo[3,4-d]pyrimidin-3-one C(C=C)N1N(C2=NC(=NC=C2C1=O)NC=1C=C2C=NN(C2=CC1)C)C1=NC(=CC=C1)OC1CCN(CC1)C1COC1